ClC=1C=C(C=CC1)N1C(C2=CC=CC=C2C=C1)=O N-m-chlorophenyl-isoquinoline-1(2H)-one